O=C1NC(CCC1N1CC2=CC=C(C=C2C1=O)CNC(OCC1=CC=C(C=C1)C1CC1)=O)=O (4-cyclopropylphenyl)methyl N-{[2-(2,6-dioxopiperidin-3-yl)-3-oxo-2,3-dihydro-1H-isoindol-5-yl]methyl}carbamate